4-(7-phenyl-4-(pyridin-4-yl)-5H-pyrrolo[3,2-d]pyrimidin-2-yl)morpholine C1(=CC=CC=C1)C1=CNC2=C1N=C(N=C2C2=CC=NC=C2)N2CCOCC2